4-(4,4,5,5-Tetramethyl-1,3,2-dioxaborolan-2-yl)bicyclo[4.2.0]octa-1,3,5-triene-3-carbaldehyde CC1(OB(OC1(C)C)C1=C(C=C2CCC2=C1)C=O)C